1-(3,5-dimethyladamantan-1-yl)ethan-1-one CC12CC3(CC(CC(C1)(C3)C)C2)C(C)=O